4,4'-thiobisphenoL S(C1=CC=C(C=C1)O)C1=CC=C(C=C1)O